CC1C(N(CCO1)C1=CC=CC=C1)=O methyl-(phenyl)morpholin-3-one